5-chloro-1-methyl-3-(1-methyl-1H-pyrazol-4-yl)pyridin-2(1H)-one ClC=1C=C(C(N(C1)C)=O)C=1C=NN(C1)C